C(C)OC(=O)C1CCN(CCC1=O)C(=O)OC(C)(C)C 5-oxoazepane-1,4-dicarboxylic acid 1-tert-butyl 4-ethyl ester